1-(azetidin-3-yl)-4-(4,4,5,5-tetramethyl-1,3,2-dioxaborolan-2-yl)pyrazole N1CC(C1)N1N=CC(=C1)B1OC(C(O1)(C)C)(C)C